C(C)(C)(C)OC(CCCC(NC=1C=NC2=CC=CC=C2C1)=O)=O 5-oxo-5-(quinolin-3-ylamino)pentanoic acid tert-butyl ester